5-(6-(4-((6-ethoxypyridin-3-yl)oxy)piperidin-1-yl)pyridin-3-yl)-7-((1-hydroxycyclopropyl)methoxy)imidazo[1,2-a]pyridine-3-carbonitrile C(C)OC1=CC=C(C=N1)OC1CCN(CC1)C1=CC=C(C=N1)C1=CC(=CC=2N1C(=CN2)C#N)OCC2(CC2)O